C(#N)C=1C(=NC(=NC1)NC1CCC(CC1)C(=O)N(C)C)N[C@H]1C[C@H](CCCC1)O (1R,4r)-4-(5-cyano-4-((1R,3S)-3-hydroxycycloheptylamino)pyrimidin-2-ylamino)-N,N-dimethylcyclohexanecarboxamide